3-amino-7-bromo-5-methyl-2,3-dihydrobenzo[b][1,4]oxazepin-4(5H)-one NC1C(N(C2=C(OC1)C=CC(=C2)Br)C)=O